(S)-3-(5-((7-(((1SR,3RS,5SR,7r)-3,5-dimethyladamantan-1-yl)amino)heptyl)oxy)-2-methyl-4-oxoquinazolin-3(4H)-yl)piperidine-2,6-dione C[C@]12CC3(CC(C[C@@](C1)(C3)C)C2)NCCCCCCCOC2=C3C(N(C(=NC3=CC=C2)C)[C@@H]2C(NC(CC2)=O)=O)=O |&1:1,7|